(2S,3R,E)-3-((3-carboxypropanoyl)oxy)-2-palmitamidooctadec-4-en-1-yl (2-(trimethylammonio)ethyl) Phosphate P(=O)(OC[C@@H]([C@@H](\C=C\CCCCCCCCCCCCC)OC(CCC(=O)O)=O)NC(CCCCCCCCCCCCCCC)=O)(OCC[N+](C)(C)C)[O-]